FC1=C(C(=CC(=C1)N1CC(C1)O)F)N1C(N(C(CC1)=O)CO)=O 1-(2,6-difluoro-4-(3-hydroxyazetidin-1-yl)phenyl)-3-(hydroxymethyl)dihydropyrimidine-2,4(1H,3H)-dione